C(C1=CC=CC=C1)OC=1C=C(C(=O)OC)C=CC1N(S(=O)(=O)C)S(=O)(=O)C methyl 3-(benzyloxy)-4-(N-(methylsulfonyl)methylsulfonamido)benzoate